(S)-N-(1,1-Dicyclopropyl-3-oxo-3-((4-(2-oxo-2-((3,3,3-trifluoropropyl)amino)ethyl)-pyridin-2-yl)amino)propan-2-yl)-1-methyl-1H-pyrazole-5-carboxamide C1(CC1)C([C@@H](C(NC1=NC=CC(=C1)CC(NCCC(F)(F)F)=O)=O)NC(=O)C1=CC=NN1C)C1CC1